C(C1=CC=CC=C1)N1CC=2C(N(C=3N=CC=CC3C2CC1)CC=1C=NC=CC1)=O 3-benzyl-6-(pyridin-3-ylmethyl)-2,3,4,6-tetrahydropyrido[3,4-c][1,8]naphthyridin-5(1H)-one